[C-]#N.C(CC)[NH+]1CC(CC1)CCC 1,3-dipropylpyrrolidinium cyanide salt